CC1CC(CC2C1O2)C(=O)O 4-epoxy-6-methyl-cyclohexanecarboxylic acid